N-[4-(2-phenylethynyl)phenyl]-2-(quinuclidin-3-ylamino)acetamide C1(=CC=CC=C1)C#CC1=CC=C(C=C1)NC(CNC1CN2CCC1CC2)=O